C1(CCC1)N1N=CC=C1 1-cyclobutyl-1H-pyrazol